19-Tricosenoic acid C(CCCCCCCCCCCCCCCCCC=CCCC)(=O)O